The molecule is a pyrrolopyrimidine that is 7H-pyrrolo[2,3-d]pyrimidine which is substituted by a (1S)-2,3-dihydro-1H-inden-1-ylnitrilo group at position 4 and by a (1S,3S,4S)-3-hydroxy-4-[(sulfamoyloxy)methyl]cyclopentyl group at position 7. It is a potent and selective NEDD8-activating enzyme inhibitor with an IC50 of 4.7 nM, and currently under clinical investigation for the treatment of acute myeloid leukemia (AML) and myelodysplastic syndromes. It has a role as an apoptosis inducer and an antineoplastic agent. It is a pyrrolopyrimidine, a secondary amino compound, a member of cyclopentanols, a sulfamidate and a member of indanes. C1CC2=CC=CC=C2[C@H]1NC3=C4C=CN(C4=NC=N3)[C@@H]5C[C@H]([C@H](C5)O)COS(=O)(=O)N